OC1=C(C(=O)O)C=CC(C1)(C)O 2,4-dihydroxy-4-methyl-benzoic acid